FC=1C=C(C=CC1OC1=NC(=CC=C1)C)C1=C2N(C=3N=CN=C(C31)NC(C)=O)CCN2 N-(5-(3-fluoro-4-((6-methylpyridin-2-yl)oxy)phenyl)-7,8-dihydro-6H-imidazo[1',2':1,5]pyrrolo[2,3-d]pyrimidin-4-yl)acetamide